(3-(4-bromo-1H-pyrazol-1-yl)bicyclo[1.1.1]pentane-1-yl)methanol BrC=1C=NN(C1)C12CC(C1)(C2)CO